FC1=C(C=C2CN(C(C2=C1)=O)C1C(NC(CC1)=O)=O)N1CCC(CC1)CCO 3-(6-fluoro-5-(4-(2-hydroxyethyl)piperidin-1-yl)-1-oxoisoindolin-2-yl)piperidine-2,6-dione